Cl.C1(=CC=CC=C1)C=1C=C(CN(CCO)OCC)C=CC1C1=CC=CC=C1 2-(3,4-diphenylethoxybenzylamino)ethanol hydrochloride